(3S)-3-[3-(4-[3-Cyano-4-methoxypyrazolo[1,5-a]pyridin-6-yl]-5-methylpyrazol-1-yl)azetidin-1-yl]piperidine-1-carbonitrile C(#N)C=1C=NN2C1C(=CC(=C2)C=2C=NN(C2C)C2CN(C2)[C@@H]2CN(CCC2)C#N)OC